S1C(=NC2=C1C=CC=C2)NC(=O)C=2C=CC=C1CCN(CC21)C2=CC=C(C(=N2)C(=O)O)C=2C=NN(C2C)C[C@H]2[C@H]1C=C[C@@H](C2)C1 6-[8-(1,3-benzothiazol-2-ylcarbamoyl)-3,4-dihydroisoquinolin-2(1H)-yl]-3-{1-[(1R,2R,4R)-bicyclo[2.2.1]hept-5-en-2-ylmethyl]-5-methyl-1H-pyrazol-4-yl}pyridine-2-carboxylic acid